Methyl ((1r,3r)-3-((5-(1-hydroxyethyl)-3-(1-isopropyl-1H-indazol-5-yl)-2-(1-methyl-1H-pyrazol-4-yl)-1-(phenylsulfonyl)-1H-pyrrolo[2,3-b]pyridin-4-yl)amino)cyclobutyl)carbamate O[C@H](C)C=1C(=C2C(=NC1)N(C(=C2C=2C=C1C=NN(C1=CC2)C(C)C)C=2C=NN(C2)C)S(=O)(=O)C2=CC=CC=C2)NC2CC(C2)NC(OC)=O